12-(pent-2-yl)-12-azatricyclo[6.3.1.02,7]Dodeca-2,4,6-triene hydrochloride Cl.CC(CCC)N1C2C3=CC=CC=C3C1CCC2